7-(piperazin-1-yl)heptane-1-amine N1(CCNCC1)CCCCCCCN